ClC=1C=C(C=CC1F)C(C=1NC(=C(N1)S(=O)(=O)C)C)OC1CC(C1)C1CC1 2-[(3-chloro-4-fluorophenyl)-(3-cyclopropylcyclobutyl)oxymethyl]-5-methyl-4-methyl-sulfonyl-1H-imidazole